tert-butyl [(1R)-1-{3-[(2RS)-2-cyclobutyl-1,1-difluoro-2-hydroxypropyl]-2-fluorophenyl}ethyl]carbamate C1(CCC1)[C@@](C(F)(F)C=1C(=C(C=CC1)[C@@H](C)NC(OC(C)(C)C)=O)F)(C)O |&1:4|